1-Cyclohexenyloxytrimethylsilane C1(=CCCCC1)O[Si](C)(C)C